COCCOC1=C(C=CC=C1)C=1C=C2CC(C(C2=CC1)NC(O[C@@H]1CN2CCC1CC2)=O)(C)C (S)-quinuclidin-3-yl (5-(2-(2-methoxyethoxy)phenyl)-2,2-dimethyl-2,3-dihydro-1H-inden-1-yl)carbamat